C(C=C)(=O)OCCCCCCOC1=CC=C(C(=O)OC2=CC=C(C=C2)OC(C2=CC=C(C=C2)OCCCCCCOC(C=C)=O)=O)C=C1 1,4-phenylene bis[4-[6-(acryloyloxy) hexyloxy]benzoate]